3,11-di-o-tolyl-5,9-dioxa-13b-boranaphtho[3,2,1-de]anthracene C1(=C(C=CC=C1)C1=CC=2OC=3C=CC=C4OC=5C=C(C=CC5B(C34)C2C=C1)C1=C(C=CC=C1)C)C